BrC=1SC=2C(N(C[C@H](N3CCCC1C23)CC(=O)OC)CC2=C(C=C(C=C2)OC)OC)=O Methyl 2-[(9R)-3-bromo-11-[(2,4-dimethoxyphenyl)methyl]-12-oxo-2-thia-8,11-diazatricyclo[6.4.1.04,13]trideca-1(13),3-dien-9-yl]acetate